C(#N)C[C@@H]1N(CCN(C1)C1=NC(=NC=2CC(CCC12)N1C[C@H](CC2=CC=C(C=C12)F)F)N1CC(C1)N(C)C)C(=O)OCC1=CC=CC=C1 benzyl (2S)-2-(cyanomethyl)-4-(7-((S)-3,7-difluoro-3,4-dihydroquinolin-1(2H)-yl)-2-(3-(dimethylamino)azetidin-1-yl)-5,6,7,8-tetrahydroquinazolin-4-yl)piperazine-1-carboxylate